N-(2,3-difluoro-4-((3-(2-(((3S,5S)-5-fluoro-5-methylpiperidin-3-yl)amino)pyrimidin-4-yl)pyridin-2-yl)oxy)-5-methylphenyl)-1-(p-tolyl)methanesulfonamide FC1=C(C=C(C(=C1F)OC1=NC=CC=C1C1=NC(=NC=C1)N[C@@H]1CNC[C@@](C1)(C)F)C)NS(=O)(=O)CC1=CC=C(C=C1)C